N1(CCNCC1)C1=CC=C(N=N1)C(=O)OC(C)(C)C tert-butyl 6-piperazine-1-ylpyridazine-3-carboxylate